[Na+].CN(C(=O)C1=CC=C(C=C1)C1=C(N(C=C1)S(N)(=O)=O)C(=O)[O-])CCNC 3-[4-[methyl-[2-(methylamino)ethyl]carbamoyl]phenyl]-1-sulfamoyl-pyrrole-2-carboxylic acid, sodium salt